C(C)OCOC1=C(C(=CC(=C1)C(F)(F)F)C)C1=NC(=C(C=O)C=C1)F 6-(2-(ethoxymethoxy)-6-methyl-4-(trifluoromethyl)phenyl)-2-fluoronicotinaldehyde